FC1(CCC(CC1)C1=NC=CC(=C1NC(=O)[C@@H]1OC[C@@](CC1)(C)OC)C1=C(C=CC(=C1)F)F)F (trans)-N-(2-(4,4-difluorocyclohexyl)-4-(2,5-difluorophenyl)pyridin-3-yl)-5-methoxy-5-methyltetrahydro-2H-pyran-2-carboxamide